FC=1C=C(C=C(C1C=O)OC)C1=C(C(=CC=C1)C1=C(C(=CC=C1)NC=1C2=C(N=CN1)C=CC=N2)C)C 3-fluoro-5-methoxy-2',2''-dimethyl-3''-(pyrido[3,2-d]pyrimidin-4-ylamino)-[1,1':3',1''-terphenyl]-4-carbaldehyde